ClC1=C(C=C(C=C1)F)[C@@H]1NC(C2=C3C(=CC(=C12)NC(=O)N1C[C@](C2=CC(=CC=C12)F)(C(F)(F)F)O)OC(O3)(F)F)=O (R)-N-((R)-6-(2-chloro-5-fluorophenyl)-2,2-difluoro-8-oxo-7,8-dihydro-6H-[1,3]dioxolo[4,5-e]isoindol-5-yl)-5-fluoro-3-hydroxy-3-(trifluoromethyl)indoline-1-carboxamide